4-chloro-3-(2-chloroethoxy)-8-(6-(4-hydroxybutoxy)pyridin-3-yl)-5,6,7,8-tetrahydronaphthalene-2-carbonitrile ClC1=C(C(=CC=2C(CCCC12)C=1C=NC(=CC1)OCCCCO)C#N)OCCCl